ClC1=CC=C(NC2=NC=CC(=C2C2=NOCN2)OCCO)C=C1 3-[2-(4-Chloroanilino)-4-(2-hydroxyethoxy)-3-pyridinyl]-4H-1,2,4-oxadiazole